IC1=CC=C(C=C1)NC1=NC=C(C=C1)C1=CC=C(C=C1)C N-(4-iodophenyl)-5-(p-tolyl)pyridin-2-amine